N-butyl-N-[3-(trimethoxysilyl)propyl]butan-1-amine C(CCC)N(CCCC)CCC[Si](OC)(OC)OC